N1(CCC1)C1=NC=CC(=C1)N1C=C(C(C2=CC(=C(C=C12)N1[C@H](CCC1)COC1=NC=CC=C1Cl)Cl)=O)C(=O)O (R)-1-(2-(azetidin-1-yl)pyridin-4-yl)-6-chloro-7-(2-(((3-chloropyridin-2-yl)oxy)methyl)pyrrolidin-1-yl)-4-oxo-1,4-dihydroquinoline-3-carboxylic acid